OCCOC1CCC(CC1)OCCO 1,4-bis(2-hydroxyethoxy)-cyclohexane